OC(COC1=CC=C(C=C1)NC1=NC=C(C(=N1)NC=1C=C(C=CC1)NC(C=C)=O)F)CO N-(3-(2-(4-(2,3-dihydroxypropoxy)phenylamino)-5-fluoropyrimidin-4-ylamino)phenyl)acrylamide